Cl.ClC1=CC(N(C=C1N=S(=O)(C)C)CC1(CCNCC12CCCC2)O)=O 4-chloro-5-((dimethyl(oxo)-λ6-sulfaneylidene)amino)-1-((10-hydroxy-7-azaspiro[4.5]decan-10-yl)methyl)pyridin-2(1H)-one hydrochloride